CN1C(=NN=C1)CC1(COC1)C1=CC(=NC(=C1)CNC)N1C(C2=CC(=CC(=C2C1)C(F)(F)F)CN1C[C@H](CCC1)C)=O 2-(4-{3-[(4-methyl-1,2,4-triazol-3-yl)methyl]oxetan-3-yl}-6-[(methylamino)methyl]pyridin-2-yl)-6-{[(3S)-3-methylpiperidin-1-yl]methyl}-4-(trifluoromethyl)-3H-isoindol-1-one